2-(6-((4-((5-Cyclopropyl-1H-pyrazol-3-yl)amino)pyrimidin-2-yl)(methyl)amino)-2-azaspiro[3.3]heptan-2-yl)-N-(3-(methylsulfonyl)phenyl)acetamide C1(CC1)C1=CC(=NN1)NC1=NC(=NC=C1)N(C1CC2(CN(C2)CC(=O)NC2=CC(=CC=C2)S(=O)(=O)C)C1)C